tribehenylphosphite C(CCCCCCCCCCCCCCCCCCCCC)OP(OCCCCCCCCCCCCCCCCCCCCCC)OCCCCCCCCCCCCCCCCCCCCCC